formylphenylacetic acid methyl ester COC(C(C1=CC=CC=C1)C=O)=O